ClC1=CC=C(N=N1)NCCC1CCC2CN(CC21)C(=O)OC(C)(C)C tert-Butyl 4-[2-[(6-chloropyridazin-3-yl)amino]ethyl]-3,3a,4,5,6,6a-hexahydro-1H-cyclopenta[c]pyrrole-2-carboxylate